C(C)(C)(C)OC(=O)N1CC(C1)C1=NN(C2=NC=CC(=C21)N2CC(C2)(CO)F)C2=CC=C(C=C2)OC(F)(F)F 3-(4-(3-fluoro-3-(hydroxymethyl)azetidin-1-yl)-1-(4-(trifluoromethoxy)phenyl)-1H-pyrazolo[3,4-b]pyridin-3-yl)azetidine-1-carboxylic acid tert-butyl ester